BrC1=NN(C(=N1)OC1=CC(=CC(=C1)F)Cl)COC 3-bromo-5-(3-chloro-5-fluorophenoxy)-1-(methoxymethyl)-1H-1,2,4-triazole